5-(4-Fluorophenylsulfonyl)-N-((5-methyl-1,3,4-oxadiazol-2-yl)methyl)-3,4,5,6-tetrahydropyrrolo[3,4-c]pyrrole-2(1H)-carboxamide FC1=CC=C(C=C1)S(=O)(=O)N1CC2=C(C1)CN(C2)C(=O)NCC=2OC(=NN2)C